ClC1=C(C=C(C=C1)[N+](=O)[O-])/C=C/C1=NC=2C=CC3=C(C2C1(C)C)C=CC=C3 2-[(E)-2-(2-Chloro-5-nitrophenyl)ethenyl]-1,1-dimethyl-1H-benzo[e]indole